FC=1C=CC(=C(C(=O)N[C@@H](C(=O)N2CCC3(C(CN(C3)C)C3=CC=C(C=C3)F)CC2)C(C)C)C1)C 5-fluoro-N-((2R)-1-(4-(4-fluorophenyl)-2-methyl-2,8-diazaspiro[4.5]decan-8-yl)-3-methyl-1-oxobutan-2-yl)-2-methylbenzamide